ClC1=C(C=C(C=C1)Cl)NC(=S)NC1CN(C(C1C)=O)C1=CC(=CC(=C1)F)F 1-(2,5-dichlorophenyl)-3-[1-(3,5-difluorophenyl)-4-methyl-5-oxopyrrolidin-3-yl]thiourea